2-(4-Chlorophenyl)sulfinylethyl 2-[1-[(2,3-difluorophenyl)methyl]-5-oxopyrrolidin-2-yl]acetat FC1=C(C=CC=C1F)CN1C(CCC1=O)CC(=O)OCCS(=O)C1=CC=C(C=C1)Cl